2-[3'-tert-butyl-5'-[2-(2-ethylhexyloxy)carbonylethyl]-2'-hydroxyphenyl]-5-chlorobenzotriazole C(C)(C)(C)C=1C(=C(C=C(C1)CCC(=O)OCC(CCCC)CC)N1N=C2C(=N1)C=CC(=C2)Cl)O